2-(2-hydroxy-4,6-dimethylphenyl)-6-(2-methoxyethoxy)-2,5-dihydro-4H-pyrazolo[3,4-d]pyrimidin-4-one OC1=C(C(=CC(=C1)C)C)N1N=C2N=C(NC(C2=C1)=O)OCCOC